tert-butyl (E)-(1H-pyrazol-1-yl) methylenedicarbamate C(NC(ON1N=CC=C1)=O)NC(OC(C)(C)C)=O